C12CC(C1)(C2)CC2=NOC(=C2)N 3-(3-bicyclo[1.1.1]pentylmethyl)isoxazol-5-amine